4-Chloro-5-(3-((4-fluoro-2-(trifluoromethyl)phenyl)(methoxy-d3)methyl)-5,6-dihydroimidazo[1,2-a]pyrazin-7(8H)-yl)pyridazin-3(2H)-one ClC=1C(NN=CC1N1CC=2N(CC1)C(=CN2)C(OC([2H])([2H])[2H])C2=C(C=C(C=C2)F)C(F)(F)F)=O